ClCC(=O)N1C2=C(OC[C@@H]1C)N=C(C(=C2)CC2=CC=C(C=C2)F)C(=O)N(C)C (S)-1-(2-chloroacetyl)-7-(4-fluorobenzyl)-N,N,2-trimethyl-2,3-dihydro-1H-pyrido[2,3-b][1,4]oxazine-6-carboxamide